ClC1=CNC2=NC=CC(=C21)OC2=C(C=C(C=C2F)NC=2OCC1(CN2)CCOCC1)F N-{4-[(3-chloro-1H-pyrrolo[2,3-b]pyridin-4-yl)oxy]-3,5-difluorophenyl}-2,9-dioxa-4-azaspiro[5.5]undec-3-en-3-amine